BrCCCCCCCCCCOC1OCCCC1 2-(10-bromo-decyloxy)-tetrahydropyran